2,6-diphenylpyrimidine C1(=CC=CC=C1)C1=NC(=CC=N1)C1=CC=CC=C1